NC1=C(C=C(C=C1)C1=NN(C2=C1C(=NC=C2C=2C=NN(C2)C2CCOCC2)N)C)O[C@@H](C)C2=CC=C(C=C2)F (S)-3-(4-amino-3-(1-(4-fluorophenyl)ethoxy)phenyl)-1-methyl-7-(1-(tetrahydro-2H-pyran-4-yl)-1H-pyrazol-4-yl)-1H-pyrazolo[4,3-c]pyridin-4-amine